tert-butyl (cyanomethyl)carbamate C(#N)CNC(OC(C)(C)C)=O